n-aminoethylpiperazine C1CN(CCN1)CCN